1-[(Triethoxysilyl)methyl]-piperazin C(C)O[Si](OCC)(OCC)CN1CCNCC1